7-(1-methyl-1H-pyrazol-4-yl)-6-(piperidin-4-yloxy)quinazolin-4-amine hydrogen bromide Br.CN1N=CC(=C1)C1=C(C=C2C(=NC=NC2=C1)N)OC1CCNCC1